ClC1=CC(=C(C=C1)[C@@]1(OC2=C(O1)C=CC=C2C2CCN(CC2)CC=2N(C(=C(N2)C(F)(F)F)CO)C[C@H]2OCC2)C)F (2-((4-((S)-2-(4-chloro-2-fluorophenyl)-2-methylbenzo[d][1,3]dioxol-4-yl)piperidin-1-yl)methyl)-1-(((S)-oxetan-2-yl)methyl)-4-(trifluoromethyl)-1H-imidazol-5-yl)methanol